(1s,3s)-N-(6-((6-(5-chloro-2-fluorophenyl)-3-methylpyridazin-4-yl)amino)pyrimidin-4-yl)-3-(4-methylpiperazin-1-yl)cyclobutane-1-carboxamide ClC=1C=CC(=C(C1)C1=CC(=C(N=N1)C)NC1=CC(=NC=N1)NC(=O)C1CC(C1)N1CCN(CC1)C)F